2,2,4,4-tetramethyl-cyclobutane-1,3-diol diisobutyrate C(C(C)C)(=O)OC1C(C(C1(C)C)OC(C(C)C)=O)(C)C